O1CC(C1)\C=N/NC(N)=S (Z)-2-(oxetan-3-ylmethylene)hydrazine-1-carbothioamide